ClC1=C(N(N=C1C(F)(F)F)C1=CC(=CC=C1)C(NC1=CC2=C(N=C(O2)C)C=C1)=O)COC1=CC=C(C(=O)OC(C)(C)C)C=C1 tert-Butyl 4-[[4-chloro-2-[3-[(2-methyl-1,3-benzoxazol-6-yl) carbamoyl]phenyl]-5-(trifluoromethyl) pyrazol-3-yl]methoxy]benzoate